The molecule is a dicarboxylic acid that is succinic acid substituted at position 2 by a phosphinomethylidene group. It is a member of phosphinic acids and a dicarboxylic acid. It derives from a succinic acid. It is a conjugate acid of a 2-(phosphinatomethylidene)succinate(3-). C(/C(=C/[P+](=O)O)/C(=O)O)C(=O)O